isopropyl-N-(1-(3,4,5-trimethoxyphenyl)-1H-imidazol-4-yl)thieno[3,2-d]Pyrimidin-2-amine C(C)(C)C=1C2=C(N=C(N1)NC=1N=CN(C1)C1=CC(=C(C(=C1)OC)OC)OC)C=CS2